methyl 3-[3-[5-(diethoxymethyl)-3-methyl-1H-pyrazol-4-yl]propoxy]-4-fluoro-benzoate C(C)OC(C1=C(C(=NN1)C)CCCOC=1C=C(C(=O)OC)C=CC1F)OCC